7-(2-(1H-pyrazol-1-yl)ethoxy)-6-(tert-butylsulfonyl)imidazo[1,2-a]pyridine N1(N=CC=C1)CCOC1=CC=2N(C=C1S(=O)(=O)C(C)(C)C)C=CN2